1-(2,4,6-trifluorophenyl)-1,4-dihydro-1,8-naphthyridine-3-carboxamide FC1=C(C(=CC(=C1)F)F)N1C=C(CC2=CC=CN=C12)C(=O)N